(3S,7aR,9S,11aR)-9-amino-3-isopropyl-3,6,7,7a,8,9,10,11-octahydro-2H-oxazolo[2,3-j]quinolin-5-one N[C@@H]1C[C@H]2CCC(N3[C@]2(CC1)OC[C@@H]3C(C)C)=O